ClC=1C(=C(SC1)NC(CN1C(CCC2=CC=CC=C12)=O)=O)C(=O)N 4-Chloro-2-(2-(2-oxo-3,4-dihydroquinolin-1(2H)-yl)acetamido)-thiophene-3-carboxamide